C(CCC)C1CC(C(CC1CCCC)C(C)O)C(C)O 1,1'-(4,5-dibutylcyclohexane-1,2-diyl)bis(ethan-1-ol)